1-((S)-2-(3-aminopropanamido)-3,3-dimethylbutanoyl)-4-hydroxy-N-(4-(4-methylthiazol-5-yl)benzyl)pyrrolidine-2-carboxamide NCCC(=O)N[C@H](C(=O)N1C(CC(C1)O)C(=O)NCC1=CC=C(C=C1)C1=C(N=CS1)C)C(C)(C)C